FC(CCC(=O)O)F.C(=C)CO[SiH](OCCCCCC)OCCCCCC vinylmethoxy-dihexoxysilane 4,4-difluorobutyrate